CC1=C(C=C(N=N1)C=1C(NC(NC1)=O)=O)N1CCC(CC1)C(F)(F)F 5-(6-methyl-5-(4-(trifluoromethyl)piperidin-1-yl)pyridazin-3-yl)pyrimidine-2,4(1H,3H)-dione